N-((S)-(4,4-difluorocyclohexyl)(5-((S)-2-methoxy-1-((S)-2-oxo-4-(trifluoromethyl)imidazolidin-1-yl)ethyl)benzo[d]oxazol-2-yl)methyl)-4-ethylisothiazole-5-carboxamide FC1(CCC(CC1)[C@H](NC(=O)C1=C(C=NS1)CC)C=1OC2=C(N1)C=C(C=C2)[C@@H](COC)N2C(N[C@@H](C2)C(F)(F)F)=O)F